FC1=CC=C2C=C(C=C(C2=C1C#C[Si](C(C)C)(C(C)C)C(C)C)OS(=O)(=O)C(F)(F)F)OCOC 7-fluoro-3-(methoxymethoxy)-8-((triisopropylsilyl)ethynyl)naphthalen-1-yl-triflic acid